FC(C1=NN(C=C1N1CC(=C2N1C=CC=N2)C(=O)O)C2CCC(CC2)CO)F N-[3-(difluoromethyl)-1-[4-(hydroxymethyl)cyclohexyl]Pyrazol-4-yl]Pyrazolo[1,5-a]Pyrimidine-3-carboxylic acid